5-((4-methoxybenzyl)oxy)-2-methylbenzofuran-3-carboxylic acid COC1=CC=C(COC=2C=CC3=C(C(=C(O3)C)C(=O)O)C2)C=C1